Cl.CC12C(CN(CC1)CC2)=O 4-methyl-1-azabicyclo[2.2.2]Octane-3-one hydrochloride